O=C1N(C(C2=CC=CC=C12)=O)C[C@H](CN(C(OC(C)(C)C)=O)C)O tert-butyl N-[(2R)-3-(1,3-dioxoisoindolin-2-yl)-2-hydroxy-propyl]-N-methyl-carbamate